N-(6-(4-((furan-3-ylmethyl)carbamoyl)phenyl)-2-(3-hydroxy-3-methylbutyl)-2H-indazol-5-yl)isophthalamide O1C=C(C=C1)CNC(=O)C1=CC=C(C=C1)C=1C(=CC2=CN(N=C2C1)CCC(C)(C)O)NC(C1=CC(C(=O)N)=CC=C1)=O